O=C1NC(CCC1N1C(C2=CC=CC(=C2C1)N1CCC(CC1)C=O)=O)=O 1-(2-(2,6-dioxopiperidin-3-yl)-1-oxoisoindolin-4-yl)piperidine-4-carboxaldehyde